N-(3-chloro-5-(N-methylmethylsulfonamido)phenyl)-4-(3-methylpyridin-2-yl)thiophene-2-carboxamide ClC=1C=C(C=C(C1)N(S(=O)(=O)C)C)NC(=O)C=1SC=C(C1)C1=NC=CC=C1C